tert-butyl [(trans-4-aminocyclohexyl)methyl]carbamate N[C@@H]1CC[C@H](CC1)CNC(OC(C)(C)C)=O